C(C(=C)C)(=O)O.C(C(=C)C)(=O)O.C(C(=C)CC(=O)O)(=O)OCC1CO1 glycidyl itaconate dimethacrylate